C1(=CC=CC=C1)S(=O)(=O)NC=1C=C(C=CC1)CCC(CCOC1=C(C=CC=C1)CCC(=O)O)(F)F 3-[2-[5-[3-(Benzenesulfonamido)phenyl]-3,3-difluoropentoxy]phenyl]propanoic acid